tert-Butyl (1R,3s,5S)-3-((7-((5-methyl-1H-pyrazol-3-yl)amino)-3-(methylsulfonyl)-1,6-naphthyridin-5-yl)amino)-8-azabicyclo[3.2.1]octane-8-carboxylate CC1=CC(=NN1)NC1=NC(=C2C=C(C=NC2=C1)S(=O)(=O)C)NC1C[C@H]2CC[C@@H](C1)N2C(=O)OC(C)(C)C